(methylamino)azetidin CNN1CCC1